C(C)(C)(C)N(C(C1=CC=C(C(=O)N)C=C1)=O)C1=CC(=C(C=C1)Cl)C1=NC=CC=C1 N'-tert-butyl-N4-(4-chloro-3-(pyridin-2-yl)phenyl)terephthalamide